FCC1=CC(=C(C=C1)NC(=O)C1(CNC(C1)=O)C1=C(C=CC=C1)C(C)C)OC N-(4-(fluoromethyl)-2-methoxyphenyl)-3-(2-isopropylphenyl)-5-oxopyrrolidine-3-carboxamide